6-Amino-4-(trans-(2-hydroxycyclopentyl)amino)nicotinonitrile NC1=NC=C(C#N)C(=C1)N[C@H]1[C@@H](CCC1)O